CC([C@@H](C)NS(=O)(=O)C1=CC(=CC=C1)OC[C@H](CNC1COC2(C1)CCN(CC2)S(=O)(=O)C2=CC1=CC=CC=C1C=C2)O)(C)C N-((R)-3,3-dimethylbutan-2-yl)-3-((2S)-2-hydroxy-3-(8-(naphthalen-2-ylsulfonyl)-1-oxa-8-azaspiro[4.5]dec-3-ylamino)propoxy)benzenesulfonamide